tert-butyl 5-amino-8-bromo-4,5-dihydro-1H-benzo[c]azepine-2(3H)-carboxylate NC1C2=C(CN(CC1)C(=O)OC(C)(C)C)C=C(C=C2)Br